N1=CN=C(C2=C1NC=C2)C=2C=CC(=NC2)N2CC1N(C(C2)C1)CC=1C=C(C=CC1F)O 3-((3-(5-(7H-pyrrolo[2,3-d]pyrimidin-4-yl)pyridin-2-yl)-3,6-diazabicyclo[3.1.1]heptan-6-yl)methyl)-4-fluorophenol